C1CC12NCC=C(C2)C2=NC=1N(C=C2)C=C(N1)C1=C(C=C(C=C1)N1N=CC=N1)O 2-(7-(4-azaspiro[2.5]oct-6-en-7-yl)imidazo[1,2-a]pyrimidin-2-yl)-5-(2H-1,2,3-triazol-2-yl)phenol